tert-Butyl N-[(3R,4S)-3-fluoro-1-{3-iodo-5-methyl-1H-pyrazolo[3,4-b]pyrazin-6-yl}piperidin-4-yl]carbamate F[C@@H]1CN(CC[C@@H]1NC(OC(C)(C)C)=O)C1=C(N=C2C(=N1)NN=C2I)C